N1(CCCCC1)C1=NC(=CC2=C1N=C(N=C2)NC2=NC=1CCNCC1C=C2)[C@@H](CO)C (2S)-2-[8-piperidin-1-yl-2-(5,6,7,8-tetrahydro-1,6-naphthyridin-2-ylamino)pyrido[3,4-d]pyrimidin-6-yl]propan-1-ol